ClC1=C(C#N)C=CC(=C1)N1CC2(C[C@@H]1C)CCN(CC2)C2=CC=C(C=C2)C(=O)N2CCC(CC2)CN2CCN(CC2)C2=C(C=CC=C2)N[C@H]2C(NC(CC2)=O)=O 2-Chloro-4-((S)-8-(4-(4-((4-(2-(((R)-2,6-dioxopiperidin-3-yl)amino)phenyl)piperazin-1-yl)methyl)piperidine-1-carbonyl)phenyl)-3-methyl-2,8-diazaspiro[4.5]decan-2-yl)benzonitrile